C1(CC1)OC(=O)NC1=CC=C(C=N1)N1CCN(CC1)C(=O)OC(C)(C)C tert-butyl 4-(6-((cyclopropoxycarbonyl)amino)pyridin-3-yl)piperazine-1-carboxylate